N-(2-acetyl-3,5-difluoro-phenyl)-5-cyano-2-(trifluoromethylthio)benzamide methyl-9-(N-cyclopropylsulfamoyl)-6-hydroxy-[1,2,4]triazolo[5,1-a]isoquinoline-5-carboxylate COC(=O)C=1N2C(C3=CC(=CC=C3C1O)S(NC1CC1)(=O)=O)=NC=N2.C(C)(=O)C2=C(C=C(C=C2F)F)NC(C2=C(C=CC(=C2)C#N)SC(F)(F)F)=O